3-chloro-6-[2-(dimethylphosphoryl)pyrimidin-5-yl]-7-fluoro-2-methyl-N-[(1R)-1-[2-(trifluoromethyl)phenyl]ethyl]-1,5-naphthyridin-4-amine ClC=1C(=NC2=CC(=C(N=C2C1N[C@H](C)C1=C(C=CC=C1)C(F)(F)F)C=1C=NC(=NC1)P(=O)(C)C)F)C